L-Lysyl-L-threonyl-L-Lysyl-L-serine N[C@@H](CCCCN)C(=O)N[C@@H]([C@H](O)C)C(=O)N[C@@H](CCCCN)C(=O)N[C@@H](CO)C(=O)O